8-methyl-3-(2-{[(3S)-piperidin-3-yl]amino}-5-(trifluoromethyl)pyrimidin-4-yl)-1H,8H,9H-pyrrolo[2,3-c]azocin-9-one CN1C(C2=C(C=CC=C1)C(=CN2)C2=NC(=NC=C2C(F)(F)F)N[C@@H]2CNCCC2)=O